OC(CC=CC=CC=CC=CC=CC=O)CC(CC(CC(CC(CC(CC(C)O)O)O)O)O)O 13,15,17,19,21,23,25-heptahydroxyhexacosa-2,4,6,8,10-pentaenal